2-(1-(4-amino-3-(4-methoxyphenyl)-1H-pyrazolo[3,4-d]pyrimidin-1-yl)propyl)-3-cyclopropyl-5-fluoroquinazolin-4(3H)-one NC1=C2C(=NC=N1)N(N=C2C2=CC=C(C=C2)OC)C(CC)C2=NC1=CC=CC(=C1C(N2C2CC2)=O)F